O=CCCCC(=O)OC methyl 5-oxo-valerate